FC1=CNC2=NC(=C(C=C21)OC2=C(C(=O)O)C=CC(=C2)N2CCC1(CN(C1)[C@@H]1[C@@H](CCC1)C1=C(C=CC=C1)C(C)C)CC2)OC 2-((3-Fluoro-6-methoxy-1H-pyrrolo[2,3-b]pyridin-5-yl)oxy)-4-(2-((1S,2S)-2-(2-isopropylphenyl)cyclopentyl)-2,7-diazaspiro[3.5]nonan-7-yl)benzoic acid